COC1=CC=C(C=C1)C1=NN2C(=NC=3C(=CC=CC3C2=N1)C(F)(F)F)N[C@H]1C(NCCCC1)=O (3R)-3-{[2-(4-methoxyphenyl)-7-(trifluoromethyl)[1,2,4]triazolo[1,5-c]quinazolin-5-yl]amino}azepan-2-one